ClC1=C(NC2=CC=C(C(=C12)Cl)F)C(=O)N1CCN(CC1)C(CN1CC(C1)(F)F)=O 1-(4-(3,4-dichloro-5-fluoro-1H-indole-2-carbonyl)piperazin-1-yl)-2-(3,3-difluoroazetidin-1-yl)ethan-1-one